COC1=C(C=CC(=C1)OC)C=1C=NC=C(C1)C1=C(C=C(C=C1)OC)OC 3,5-bis(2,4-dimethoxyphenyl)pyridine